C(C)C1=NC=CN=C1CC 2,3-DIETHYLPYRAZINE